(4-fluorophenyl)(6-iodo-3,4-dihydronaphthalen-1-yl)sulfane FC1=CC=C(C=C1)SC1=CCCC2=CC(=CC=C12)I